(R)-6-(bromomethyl)-2-(thiazol-2-yl)-4-(2,3,4-trifluorophenyl)-1,4-dihydropyrimidine-5-carboxylic acid ethyl ester C(C)OC(=O)C=1[C@@H](N=C(NC1CBr)C=1SC=CN1)C1=C(C(=C(C=C1)F)F)F